2-Methyl-3,7,11b-triaza-benzo[c]fluorene-6-carboxylic acid (2-morpholin-4-yl-ethyl)-amide N1(CCOCC1)CCNC(=O)C1=CC2=C(N3C=4C=CC=CC4N=C13)C=C(N=C2)C